C(C(C)C)OC(=O)C1C(CC(=CC1)Cl)C(=O)OCC(C)C 4-chloro-4-cyclohexene-1,2-dicarboxylic acid diisobutyl ester